FC(C(=O)CC(C(C(F)(F)F)(F)OC(C(C(F)(F)F)(F)F)(F)F)=O)(C(F)(F)F)OC(C(C(F)(F)F)(F)F)(F)F Di(perfluoro-2-propoxypropionyl)methan